3-[3-(trifluoromethyl)bicyclo[1.1.1]pent-1-yl]-1,2-oxazol-5-amine FC(C12CC(C1)(C2)C2=NOC(=C2)N)(F)F